methyl-4-[(1-methylcyclopropyl)amino]-N-(1,3-oxazol-4-ylmethyl)furo[2,3-d]pyrimidine-5-carboxamide CC=1N=C(C2=C(N1)OC=C2C(=O)NCC=2N=COC2)NC2(CC2)C